BrC1=CC=C2C(=CNC2=C1)C1=NC=CC=N1 6-bromo-1H-Indol-3-yl-pyrimidine